trihydroxychromen OC1=C(C(OC2=CC=CC=C12)O)O